BrC=1C=C(C(=O)N(C)C)C=C(C1NC(C)=O)[N+](=O)[O-] 3-bromo-4-acetylamino-5-nitro-N,N-dimethylbenzamide